1-[(2s)-2,3-dihydroxypropanoyl]-N-methyl-N-{(1S)-2,2,2-trifluoro-1-[4-({7-[(1S)-1-methoxyethyl]-2-methyl[1,3]thiazolo[5,4-b]pyridin-6-yl}amino)phenyl]ethyl}piperidine-4-carboxamide O[C@H](C(=O)N1CCC(CC1)C(=O)N([C@H](C(F)(F)F)C1=CC=C(C=C1)NC=1C(=C2C(=NC1)SC(=N2)C)[C@H](C)OC)C)CO